1-methyl-7-methylsulfanyl-4H-pyrimido[4,5-d]pyrimidin-2-one CN1C(NCC=2C1=NC(=NC2)SC)=O